O1CCN(CC1)C[Si](OC)(OC)OC (2,3,5,6-Tetrahydro-1,4-oxazine-4-yl)methyltrimethoxysilane